C1NCC2NSC3C(OC=C21)=CNC3 hexahydro-1H,7H-dipyrrolo[3,4-b:3',4'-f][1,4,5]oxathiazocine